stearyl-diethanolamine distearate C(CCCCCCCCCCCCCCCCC)(=O)O.C(CCCCCCCCCCCCCCCCC)(=O)O.C(CCCCCCCCCCCCCCCCC)N(CCO)CCO